ClC1=NC=CC2=C(C=C(C=C12)F)[N+](=O)[O-] 1-chloro-7-fluoro-5-nitro-isoquinoline